COC(C1=C(C=CC(=C1)S(=O)(=O)N1C(CCC2=CC(=CC=C12)C(C)=O)CC)OCC1CCOCC1)=O 5-((6-acetyl-2-ethyl-3,4-dihydroquinolin-1(2H)-yl)sulfonyl)-2-((tetrahydro-2H-pyran-4-yl)methoxy)benzoic acid methyl ester